8-[2,6-bis(2,6-dimethylphenyl)phenyl]-8-phosphaspiro[4.5]decane CC1=C(C(=CC=C1)C)C1=C(C(=CC=C1)C1=C(C=CC=C1C)C)P1CCC2(CCCC2)CC1